tert-butyl 4-[4-[4-(2,4-difluorophenoxy)-3-[6-methyl-7-oxo-1-(p-tolylsulfonyl)pyrrolo[2,3-c]pyridin-4-yl]phenyl]sulfonylbutoxy]piperidine-1-carboxylate FC1=C(OC2=C(C=C(C=C2)S(=O)(=O)CCCCOC2CCN(CC2)C(=O)OC(C)(C)C)C=2C3=C(C(N(C2)C)=O)N(C=C3)S(=O)(=O)C3=CC=C(C=C3)C)C=CC(=C1)F